(S)-8,8-Dimethyl-2-oxo-7,8-dihydro-2H,6H-pyrano[3,2-g]chromen-7-yl (E)-3-(3-hydroxyphenyl)acrylat OC=1C=C(C=CC1)/C=C/C(=O)O[C@H]1CC=2C=C3C=CC(OC3=CC2OC1(C)C)=O